6-(((1R,4r)-4-(4-((R)-3-((2,5,7-trimethyl-[1,2,4]triazolo[1,5-a]pyrimidin-6-yl)oxy)pyrrolidin-1-yl)phenyl)cyclohexyl)methyl)-2-oxa-6-azaspiro[3.3]heptane CC1=NN2C(N=C(C(=C2C)O[C@H]2CN(CC2)C2=CC=C(C=C2)C2CCC(CC2)CN2CC3(COC3)C2)C)=N1